ethyl (2RS)-2-(6,7-dihydro-5H-pyrrolo[1,2-c]imidazol-1-yl)-2-[6-[4-(1-ethyl-4-piperidyl)phenyl]-1-oxo-4-(trifluoromethyl)isoindolin-2-yl]acetate C1(=C2N(C=N1)CCC2)[C@H](C(=O)OCC)N2C(C1=CC(=CC(=C1C2)C(F)(F)F)C2=CC=C(C=C2)C2CCN(CC2)CC)=O |r|